FC=1C=C(C=C(C1)C1=CC=CC=C1)C[C@@H]1N(CCC[C@@H]1NS(=O)(=O)C)C(=O)OC methyl cis-2-((5-fluorobiphenyl-3-yl)methyl)-3-((methylsulfonyl)amino)piperidine-1-carboxylate